C[O-].C[O-].C[O-].CC1C(=C(C=2C(C(C(C(C12)C)C)C)C)[Ti+3])C 1,2,4,5,6,7-hexamethyl-4,5,6,7-tetrahydroindenyl-titanium trimethoxide